C(C1CO1)OCCC[Si](OC(C)C)(OC(C)C)C 3-glycidoxypropyl-methyl-diisopropyloxysilane